OCC1=CC=C(OC(C(=O)O)C)C=C1 [4'-(hydroxymethyl)phenoxy]propionic acid